L-4-hydroxyphenylglycine OC1=CC=C([C@H](N)C(=O)O)C=C1